13-amino-5,8,11-trioxa-2-azatridecanoic acid 1,1-dimethylethyl ester CC(C)(C)OC(NCCOCCOCCOCCN)=O